C(C#CCCCCCCCCCCCCC)OC1OCCCC1 2-(hexadec-2-yn-1-yloxy)tetrahydro-2H-pyran